C(CC=C)P(=O)(NCC1CCC1)OCC1=CC=C(C=C1)NC([C@H](C)NC([C@H](C(C)C)NC(OCC1C2=CC=CC=C2C=2C=CC=CC12)=O)=O)=O (9H-Fluoren-9-yl)methyl ((2S)-1-(((2S)-1-((4-(((but-3-en-1-yl((cyclobutylmethyl)amino)phosphoryl)oxy)methyl)phenyl)amino)-1-oxopropan-2-yl)amino)-3-methyl-1-oxobutan-2-yl)carbamate